CN1C(CN2C=3C(=CC=CC13)C1C2CCN(C1)C(=O)OCC)=O ethyl 3-methyl-2-oxo-2,3,6b,7,10,10a-hexahydro-1H-pyrido[3',4':4,5]pyrrolo[1,2,3-de]quinoxaline-8(9H)-carboxylate